alpha-dimethylphosphono-glycine benzyl ester C(C1=CC=CC=C1)OC(C(N)P(=O)(OC)OC)=O